FC1=CC=C(C=C1)NC1=C(C=CC=C1)C(C)=O 1-(2-((4-fluorophenyl)amino)phenyl)ethan-1-one